N1=CN=CC=2C1=NC1=C(C(N2)=O)C=CC=C1 pyrimido[4,5-b][1,4]benzodiazepin-6-one